BrC=1C=C2C(N(C(=NC2=CC1F)[C@H](CCC)N1CCN(C[C@H](C1)C)C)CC)=O 6-bromo-2-((S)-1-((R)-4,6-dimethyl-1,4-diazepan-1-yl)butyl)-3-ethyl-7-fluoroquinazolin-4(3H)-one